C([C@@H](O)C)(=O)N[C@@H](CC1=CC=CC=C1)C(=O)O N-L-lactoyl-L-phenylalanine